C(C1=CC=CC=C1)OCCC1=CC(N=C2N1C(=NN2)SCC2=C(C=CC=C2F)Cl)=O 5-[2-(benzyloxy)ethyl]-3-[(2-chloro-6-fluorobenzyl)sulfanyl][1,2,4]triazolo[4,3-a]pyrimidin-7(1H)-one